O=C1C=C2N(CCC=3C=CC=NC23)C=C1C#N 10-oxo-5,10-dihydro-6H-pyrido[1,2-h][1,7]naphthyridine-9-carbonitrile